C=CC.[Si].[C].[O].[Si] silicon oxygen carbon silicon propylene